FC1=C2C(=NNC2=CC=C1)NCC1=CC=C(C(=O)N2CCN(CC2)C(=O)C2CCC(CC2)C(=O)NO)C=C1 4-(4-(4-(((4-Fluoro-1H-indazol-3-yl)amino)methyl)benzoyl)piperazine-1-carbonyl)-N-hydroxycyclohexane-1-carboxamide